4-Cyclopropyl-2-(4-fluoro-2-methylphenoxy)-N-(4-fluoro-3-(2-hydroxy-3-(2-hydroxyacetamido)propoxy)benzeneyl)-5-(trifluoromethyl)benzamide C1(CC1)C1=CC(=C(C(=O)NC2=CC(=C(C=C2)F)OCC(CNC(CO)=O)O)C=C1C(F)(F)F)OC1=C(C=C(C=C1)F)C